IC=1C=C2C(=NC1)N(C=N2)C 6-iodo-3-methylimidazo[4,5-b]pyridine